C(C)[Si](C#CC=O)(CC)CC 3-TRIETHYLSILYLPROPYNAL